CN(C(CCC(=O)O)=O)C1C[C@@H]2[C@H]([C@H]([C@H](C1)N2C)OC(C)=O)OC(C2=CC=C(C=C2)OC)(C2=CC=C(C=C2)OC)C2=CC=C(C=C2)OC |o1:11,12,13,14| N-methyl-N-[(rel-(1R,3-endo,5S,6S,7R)-7-(tris(4-methoxyphenyl)methoxy)-6-acetoxy-8-methyl-8-azabicyclo[3.2.1]octane-3-yl)]succinamic acid